(R)-N-ethyl-N-(2,2,2-trifluoro-1-(4-fluorophenyl)ethyl)pyrazine-2-sulfonamide C(C)N(S(=O)(=O)C1=NC=CN=C1)[C@@H](C(F)(F)F)C1=CC=C(C=C1)F